OC1=CC=C2C3=C(C(OC2=C1)=O)C=C(C=C3)OC3COCC3 3-hydroxy-8-((tetrahydrofuran-3-yl)oxy)-6H-benzo[c]chromen-6-one